C(C1=CC=CC=C1)OP(=O)(OCC1=CC=CC=C1)OCOC(=O)N(CC(=O)OCC1=CC=CC=C1)CC=1C(=NC=CC1)NC benzyl N-((((bis(benzyloxy)phosphoryl)oxy)methoxy)carbonyl)-N-((2-(methylamino)pyridin-3-yl)methyl)glycinate